(1R,2S,5S)-N-[cyano(phthalazin-1-yl)methyl]-6,6-dimethyl-3-[(2S)-3-methyl-2-(pyrimidin-5-ylamino)butanoyl]-3-azabicyclo[3.1.0]hexane-2-carboxamide C(#N)C(NC(=O)[C@@H]1[C@H]2C([C@H]2CN1C([C@H](C(C)C)NC=1C=NC=NC1)=O)(C)C)C1=NN=CC2=CC=CC=C12